O=S1(C=C(C=C1)NS(=O)(=O)C1=CC=NC=C1)=O N-(1,1-dioxothien-3-yl)pyridine-4-sulfonamide